N1N=C(C=C1)C=1C=C(CN2CCC3(CC2)COC2=C4CN(C(C4=CC=C23)=O)[C@@H]2C(NC(CC2)=O)=O)C=CC1 (S)-3-(1'-(3-(1H-pyrazol-3-yl)benzyl)-6-oxo-6,8-dihydro-2H,7H-spiro[furo[2,3-e]isoindole-3,4'-piperidin]-7-yl)piperidine-2,6-dione